NC1=C2N(C(N(C2=NC(=N1)NC1=C(C=C(C=C1)S(=O)(=O)C)F)C(C)(C)C)=O)C1=C2C=NNC2=C(C=C1)F 6-amino-7-(7-fluoro-1H-indazol-4-yl)-2-{[2-fluoro-4-(methylsulfonyl)phenyl]amino}-9-(2-methyl-2-propanyl)-7,9-dihydro-8H-purin-8-one